N[C@@H](CS)C(=O)OCC L-cysteine, ethyl ester